N1(CCCCC1)CC(C)N 1-(piperidin-1-yl)propan-2-amine